4-fluoro-3,5-diiodophenol FC1=C(C=C(C=C1I)O)I